C(C)OC(=O)C1=C(N=C(N=N1)SC)NC1=CC=CC=C1 3-methylthio-5-phenylamino-1,2,4-triazine-6-carboxylic acid ethyl ester